butyl-2,6-difluoro-terphenyl isothiocyanate [N-]=C=S.C(CCC)C=1C(=C(C(=CC1)F)C=1C(=CC=CC1)C1=CC=CC=C1)F